FC1=C(C=CC(=C1F)OC)C1=CN=C2N1C=CN=C2NC2=CC(=C(C(=O)NCC(CNC([C@H](CCCNC(=N)N)N)=O)O)C=C2)CC |r| 4-[[3-(2,3-Difluoro-4-methoxyphenyl)imidazo[1,2-a]pyrazin-8-yl]amino]-2-ethyl-N-[2-hydroxy-3-[[rac-(2S)-2-amino-5-guanidinopentanoyl]amino]propyl]benzamid